(piperidine-4-yl)acetamide N1CCC(CC1)CC(=O)N